(S or R)-5-(3,4-dimethylphenyl)-N-(1,1-dioxido-2,3-dihydrothiophen-3-yl)picolinamide CC=1C=C(C=CC1C)C=1C=CC(=NC1)C(=O)N[C@@H]1CS(C=C1)(=O)=O |o1:17|